2,3,4-trimethylbenzoic acid CC1=C(C(=O)O)C=CC(=C1C)C